BrC=1C(=C(C(=O)N(NC(=O)O)CC)C=C(C1)Br)NC(=O)C1=CC(=NN1C1=NC=CC=C1Cl)Br 2-[3,5-dibromo-2-({[3-bromo-1-(3-chloropyridin-2-yl)-1H-pyrazol-5-yl]carbonyl}amino)benzoyl]-2-ethylhydrazinecarboxylic acid